1-(4-fluorophenyl)-5-((4-hydroxy-1-(2-methylbenzyl)piperidin-4-yl)methyl)-1,5-dihydro-4H-pyrazolo[3,4-d]pyrimidin-4-one FC1=CC=C(C=C1)N1N=CC2=C1N=CN(C2=O)CC2(CCN(CC2)CC2=C(C=CC=C2)C)O